1-((6-fluoro-3,4-dihydroisoquinolin-2(1H)-yl)sulfonyl)-3-methyl-1H-imidazol-3-ium FC=1C=C2CCN(CC2=CC1)S(=O)(=O)N1C=[N+](C=C1)C